C(C1=CC=CC=C1)NC1=CC=C(C=C1)C(C)C N-benzyl-p-isopropylaniline